C(C)(C)(C)OC(N(C=1C2=C(N=C(N1)Cl)C=C(O2)C=CC)CC2=CC=CC=C2)=O tert-butyl-benzyl(2-chloro-6-(prop-1-en-1-yl)furo[3,2-d]pyrimidin-4-yl)carbamate